(R)-2-(2-(3,6-dihydro-2H-pyran-4-yl)-6-(4-(3-hydroxypicolinoyl)-3-methylpiperazin-1-yl)-5-methyl-7-oxo-[1,2,4]triazolo[1,5-a]pyrimidin-4(7H)-yl)-N-(4-(trifluoromethyl)phenyl)acetamide O1CCC(=CC1)C1=NN2C(N(C(=C(C2=O)N2C[C@H](N(CC2)C(C2=NC=CC=C2O)=O)C)C)CC(=O)NC2=CC=C(C=C2)C(F)(F)F)=N1